C(CCCCCCC\C=C/CCCCCCCC)(=O)OCCCCCCCCCCCCCCCCCCCCCC behenyl oleate